NC1=NC(=CC(=N1)N1CCC2(C[C@H](NC2)C(=O)O)CC1)O[C@@H](C(F)(F)F)C1=CC=C(C=C1)C1=CC(=CC=C1)C (S)-8-(2-amino-6-((R)-2,2,2-trifluoro-1-(3'-methyl-[1,1'-biphenyl]-4-yl)ethoxy)pyrimidin-4-yl)-2,8-diazaspiro[4.5]decane-3-carboxylic acid